C(=C)OCCOCCO diethyleneglycol vinyl ether